[OH-].[NH4+].[NH4+].OC(C(=O)[O-])C.OC(C(=O)[O-])C.[Ti+] titanium bis(2-hydroxypropionate) diammonium hydroxide